2-[3-(2,2,6,6-tetramethylpiperidin-4-yl)-3H-[1,2,3]triazolo[4,5-c]pyridazin-6-yl]phenol hydrochloride Cl.CC1(NC(CC(C1)N1N=NC2=C1N=NC(=C2)C2=C(C=CC=C2)O)(C)C)C